N-[(3-fluorophenyl)methyl]-1-[(1R)-1-[4-[2-(4-piperidyl)ethynyl]-1-naphthyl]ethyl]piperidine-4-carboxamide FC=1C=C(C=CC1)CNC(=O)C1CCN(CC1)[C@H](C)C1=CC=C(C2=CC=CC=C12)C#CC1CCNCC1